4-methylbenzylidene diisocyanate CC1=CC=C(C(N=C=O)N=C=O)C=C1